BrC(=C)C1=CC=C(C=C1)C1=CC=CC=C1 4-(1-bromovinyl)-1,1'-biphenyl